S(=O)(=O)(O)O.FC1=C(C=CC(=C1)F)S(=O)(=O)NC=1C(=NC=C(C1)C=1C=C2C(=NC=NC2=CC1)N1CCN(CC1)C(\C=C\C(C)=O)=O)OC (E)-2,4-difluoro-N-(2-methoxy-5-(4-(4-(4-oxopent-2-enoyl)piperazin-1-yl)quinazolin-6-yl)pyridin-3-yl)benzenesulfonamide sulfate